FC(C(CI)F)(F)F 1,1,1,2-tetrafluoro-3-iodo-propane